CC1=NC2=C3C(=CC=C2C=N1)CCC3 methyl-8,9-dihydro-7H-cyclopenta[h]quinazolin